NC1C(CN(CC1)C1=C(C=NC2=CC=C(C=C12)C=1C(=C(C#N)C=CC1)O)C1=CC(=CC(=C1)F)F)O 3-{4-[4-amino-3-hydroxypiperidin-1-yl]-3-(3,5-difluorophenyl)quinolin-6-yl}-2-hydroxybenzonitrile